BrC1=CC=NC2=C1OCC(N2CC2=CC=C(C=C2)OC)=O 8-bromo-4-[(4-methoxyphenyl)methyl]-2H,3H,4H-pyrido[3,2-b][1,4]oxazin-3-one